C[C@H]1O[C@H](CC(C1)NC1=NC=CC2=C1C(=NN2)C2=NN(C=C2)C(C)C)C N-((2R,4R,6S)-2,6-dimethyltetrahydro-2H-pyran-4-yl)-3-(1-isopropyl-1H-pyrazol-3-yl)-1H-pyrazolo[4,3-c]pyridin-4-amine